N=1ON=C2C1C=CC(=C2)C2=CC1=C(O[C@@H](CN1)[C@@H](C1=CC=CC=C1)NCCC1=CC=C(C#N)C=C1)N=C2 4-(2-(((R)-((S)-7-(benzo[c][1,2,5]oxadiazol-5-yl)-2,3-dihydro-1H-pyrido[2,3-b][1,4]oxazin-3-yl)(phenyl)methyl)amino)ethyl)benzonitrile